C(CCC(=O)[O-])(=O)OC(C)(C)C Mono-tert-Butyl Succinate